9-methyl-9-chlorotetracyclo[6.2.1.13,6.02,7]Dodeca-4-en CC1(C2C3C4C=CC(C3C(C1)C2)C4)Cl